CN(C(/C=C/CC[C@@H](C(=O)NC=1C(N(C=CC1)CC1=CC2=NC=C(C(=C2N1)OCC(C)C)F)=O)NC(OC)=O)=O)C methyl (S,E)-(7-(dimethylamino)-1-((1-((6-fluoro-7-isobutoxy-1H-pyrrolo[3,2-b]pyridin-2-yl)methyl)-2-oxo-1,2-dihydropyridin-3-yl)amino)-1,7-dioxohept-5-en-2-yl)carbamate